C(C)(C)(C)OC(=O)N1C(CC(CC1)F)N amino-4-fluoro-piperidine-1-carboxylic acid tert-butyl ester